(R)-N-[(5S)-1'-[7-bromo-3-(difluoromethyl)-6-methyl-pyrazolo[1,5-a]pyrazin-4-yl]spiro[5,7-dihydro-cyclopenta[B]pyridin-6,4'-piperidin]-5-yl]-2-methyl-propane-2-sulfinamide BrC1=C(N=C(C=2N1N=CC2C(F)F)N2CCC1(CC2)[C@@H](C=2C(=NC=CC2)C1)N[S@](=O)C(C)(C)C)C